OC=1C(=NC=CC1)C 3-hydroxypicoline